ClC1=NC(=C2N=CN(C2=N1)C1=CC(=NS1)C)Cl 5-(2,6-dichloro-9H-purin-9-yl)-3-methylisothiazole